C(C)(C)(C)C1=C(C(=CC=C1)C(C)(C)C)C1=NC(=CC=C1)C 2-(2,6-di-t-butylphenyl)-6-methylpyridine